C(C)(C)C1=C(NC2=CC=C(C=C12)C1CCNCC1)C1=CC=2N(C(=C1)C)C=NC2 7-(3-isopropyl-5-(piperidin-4-yl)-1H-indol-2-yl)-5-methylimidazo[1,5-a]pyridine